3-methyl-[1,1'-biphenyl]-4-carbaldehyde CC=1C=C(C=CC1C=O)C1=CC=CC=C1